2-(benzyl)benzimidazole C(C1=CC=CC=C1)C=1NC2=C(N1)C=CC=C2